ClC=1C=C(C=C(C1)C1=CC2=C(OC(O2)(F)F)C=C1)C1=NN(N=C1C#N)C(C)OC(=O)OCC(C(=O)O)(C)C 3-{1-{4-[3-chloro-5-(2,2-difluoro-benzo[1,3]dioxol-5-yl)-phenyl]-5-cyano-2H-[1,2,3]triazol-2-yl}-ethoxycarbonyloxy}-2,2-dimethyl-propionic acid